N-(4-(1-methoxyethyl)-6-methyl-1,5-naphthyridin-3-yl)-N'-(6-(2H-1,2,3-triazol-2-yl)-5-(trifluoromethyl)pyridin-3-yl)urea COC(C)C1=C(C=NC2=CC=C(N=C12)C)NC(=O)NC=1C=NC(=C(C1)C(F)(F)F)N1N=CC=N1